4-methyl-1-tosyl-1H-pyrrolo[2,3-b]pyridine CC1=C2C(=NC=C1)N(C=C2)S(=O)(=O)C2=CC=C(C)C=C2